4-phenyl-6-(8-[1,1':4',1''-terphenyl]-4-yl-1-dibenzofuranyl)-1,3,5-triazine C1(=CC=CC=C1)C1=NC=NC(=N1)C1=CC=CC=2OC3=C(C21)C=C(C=C3)C3=CC=C(C=C3)C3=CC=C(C=C3)C3=CC=CC=C3